[[1R,5S,6r]-6-(5,5-dimethyl-4,5-dihydro-1,2-oxazol-3-yl)-6-methyl-3-azabicyclo[3.1.0]hex-3-yl](5-isopropyl-1H-pyrazol-3-yl)methanone CC1(CC(=NO1)C1([C@H]2CN(C[C@@H]12)C(=O)C1=NNC(=C1)C(C)C)C)C